C(CCCCCC)[Sn]=O heptyltin oxide